O1CCNCC(C1)=O 1,4-oxazepan-6-one